N2-(5-fluoro-1H-indazol-6-yl)-N4-methyl-5-(trifluoromethyl)pyrimidine-2,4-diamine FC=1C=C2C=NNC2=CC1NC1=NC=C(C(=N1)NC)C(F)(F)F